C1(=CC=CC=C1)C1CCC(N(CC1)CC1=C(N=C2N1C=CC=C2)C(F)(F)F)=O 5-phenyl-1-{[2-(trifluoromethyl)imidazo[1,2-a]pyridin-3-yl]methyl}azepan-2-one